(2S)-2-(2,3-dimethyl-phenyl)pyrrolidine hydrochloride Cl.CC1=C(C=CC=C1C)[C@H]1NCCC1